C(C)(C)(C)OC(=O)N1CC2=CC(=C(C=C2CC1)NCC=C(C)C)I 7-iodo-6-((3-methylbut-2-en-1-yl)amino)-3,4-dihydroisoquinoline-2(1H)-carboxylic acid tert-butyl ester